FC1CN(CC(C1NC(=O)C1=CC(=CC=2N(C=NC21)CC(F)(F)F)C#CCNC=2C(OC)=CC=C(C2)S(=O)(=O)C)C)C2CC1(COC1)C2 N-{3-fluoro-5-methyl-1-(2-oxa-6-spiro[3.3]heptyl)-4-piperidyl}-6-[3-(4-mesyl-2-anisidino)-1-propynyl]-1-(2,2,2-trifluoroethyl)-1H-1,3-benzimidazole-4-carboxamide